Ethyl 6-(2-(1H-1,2,4-Triazol-1-yl)ethyl)-2-amino-6-phenyl-4,5,6,7-tetrahydrobenzo[b]thiophene-3-carboxylate N1(N=CN=C1)CCC1(CCC2=C(SC(=C2C(=O)OCC)N)C1)C1=CC=CC=C1